B([O-])([O-])[O-].[La+3].[Ba+2] barium-lanthanum borate